COC1=CC=C2C(C=C(OC2=C1)C(=O)NC=1C=NC=CC1)=O 7-methoxy-4-oxo-N-(pyridin-3-yl)-4H-chromene-2-carboxamide